ClC1=C(N=C2N1C=CC(=C2)C(=O)OC)C2=C(C=C(C=C2C=2C(=NNC2)F)F)F methyl 3-chloro-2-(2,4-difluoro-6-(3-fluoro-1H-pyrazol-4-yl)phenyl)imidazo[1,2-a]pyridine-7-carboxylate